N-(phenylpropyl)propionamide C1(=CC=CC=C1)CCCNC(CC)=O